C[C@@H]1N(C[C@H](N(C1)C(C)C1=CC=CC=2N=C(OC21)C)C)C=2C=1C(N(C(C2)=O)C)=CN(N1)CC#N 2-(7-((2S,5R)-2,5-dimethyl-4-(1-(2-methylbenzo[d]oxazol-7-yl)ethyl)piperazin-1-yl)-4-methyl-5-oxo-4,5-dihydro-2H-pyrazolo[4,3-b]pyridin-2-yl)acetonitrile